CN(C(OC1CC(CC1)C1=CC(=NN1)NC1=C(C2=C(CS(C2)(=O)=O)C=C1)F)=O)C1COCC1 3-(3-((4-fluoro-2,2-dioxido-1,3-dihydrobenzo[c]thiophen-5-yl)amino)-1H-pyrazol-5-yl)cyclopentyl methyl(tetrahydrofuran-3-yl)carbamate